C(C)(CC)C1C(NC2=C(CN1C(=O)N1CC(C1)O)C=C(C=C2)F)=O 3-(sec-butyl)-7-fluoro-4-(3-hydroxyazetidine-1-carbonyl)-1,3,4,5-tetrahydro-2H-benzo[1,4]diazepin-2-one